C1(CCC1)N1C(CC(CC1)=O)=O 1-cyclobutyl-piperidine-2,4-dione